OC1=C(C(N(C=C1C)C)=O)NC(N[C@@H](CC(=O)OCC)C=1C=C(C=CC1)C1=CC=C(C=C1)C)=O ethyl (S)-3-(3-(4-hydroxy-1,5-dimethyl-2-oxo-1,2-dihydropyridin-3-yl)ureido)-3-(4'-methyl biphenyl-3-yl)propanoate